C(C1=CC=CC=C1)OC=1C=C(C=CC1)C[C@@H]([C@@H]1OC1)NC(OC(C)(C)C)=O Tert-butyl ((S)-2-(3-(benzyloxy)phenyl)-1-((S)-oxiran-2-yl)ethyl)carbamate